2-Methyl-5-(2-methylpyridin-3-yl)-7-(trifluoromethyl)imidazo[1,2-a]Quinoxaline-4(5H)-on CC=1N=C2N(C3=CC=C(C=C3N(C2=O)C=2C(=NC=CC2)C)C(F)(F)F)C1